4-ethyl-2-(2-hydroxy-5-methylphenylethyl)-6-methylphenol C(C)C1=CC(=C(C(=C1)C)O)CCC1=C(C=CC(=C1)C)O